C(C1=CC=CC=C1)(=O)OCN1C(N(C=2N=C(N(C(C12)=O)C)N)[C@@H]1O[C@@H]([C@H]([C@H]1O)F)CO)=O ((methyl 2-amino-9-((2R,3S,4S,5R)-4-fluoro-3-hydroxy-5-(hydroxymethyl) tetrahydrofuran-2-yl)-6,8-dioxo-1,6,8,9-tetrahydro-7H-purin-7-yl) methyl) benzoate